N-(3-(4'-((1-ethylsulfonylazetidin-3-yl)methoxy)-4,5,5',6'-tetrahydro-2H-spiro[furan-3,8'-pyrano[3,4-b]pyridin]-2'-yl)-1H-pyrrolo[2,3-c]pyridin-5-yl)acetamide C(C)S(=O)(=O)N1CC(C1)COC1=C2C(=NC(=C1)C1=CNC3=CN=C(C=C31)NC(C)=O)C3(OCC2)COCC3